C1(CC1)CN1C(C=CC(=C1)[N+](=O)[O-])=O 1-(cyclopropylmethyl)-5-nitropyridin-2(1H)-one